n-propyl-tin C(CC)[Sn]